Phenylthiocarboxamide C1(=CC=CC=C1)C(=S)N